C(C1=CC=CC=C1)(=O)OC[C@H]1O[C@H]([C@@H](C1=C)OC(C)=O)N1N=CC=2C1=NC(=NC2NC2[C@H]1CC3CC(CC2C3)(C1)O)Cl ((2S,4R,5R)-4-acetoxy-5-(6-chloro-4-(((1S,5R)-5-hydroxyadamantan-2-yl)amino)-1H-pyrazolo[3,4-d]pyrimidin-1-yl)-3-methylenetetrahydrofuran-2-yl)methyl benzoate